4-Methyl-styrene CC1=CC=C(C=C)C=C1